The molecule is an organic cation obtained by protonation of the tertiary amino function of rivastigmine. It is an ammonium ion derivative and an organic cation. It is a conjugate acid of a rivastigmine. CCN(C)C(=O)OC1=CC=CC(=C1)[C@H](C)[NH+](C)C